2-(2,4-Cyclopentadien-1-ylidenemethyl)-1H-pyrrole C1(C=CC=C1)=CC=1NC=CC1